OC1(CC(C1)C(=O)N1CC2(C1)CC(C2)C2=CC(=C(C=C2)C)OC(F)(F)F)C ((1s,3s)-3-Hydroxy-3-methylcyclobutyl)(6-(4-methyl-3-(trifluoromethoxy)phenyl)-2-azaspiro[3.3]heptan-2-yl)methanone